CC1=CSC2=C1N=CN=C2N[C@H](CN2CCN(CC2)S(=O)(=O)C2=CC=C(S2)C(=O)OC)C Methyl 5-({4-[(2S)-2-({7-methylthieno[3,2-d]pyrimidin-4-yl}amino)propyl]piperazin-1-yl}sulfonyl)thiophene-2-carboxylate